5-methoxy-4-methyl-8-nitro-3,4-dihydro-2H-benzo[b][1,4]oxazine-7-carboxylic acid methyl ester COC(=O)C=1C=C(C2=C(OCCN2C)C1[N+](=O)[O-])OC